COC(=O)C(C1=C(C=CC=C1)NC(=O)C)=O 2-Acetaminobenzoylformic acid methyl ester